C(C(=C)C)(=O)O.C(C(=C)C)(=O)O.C(C(=C)C)(=O)O.N(CCO)(CCO)CCO 2,2',2''-nitrilotriethanol trimethacrylate